FC=1C=C(C=C(C1CO)OC)C1=C(C(=CC=C1)C1=C(C(=CC=C1)C1=CC(=C(C(=C1)OC)CO)F)C)C (3,3'''-difluoro-5,5'''-dimethoxy-2',2''-dimethyl-[1,1':3',1'':3'',1'''-quaterphenyl]-4,4'''-diyl)dimethanol